4-(2-(4,6-dimethoxypyrimidine-5-carboxamido)-4-methyl-7-(trifluoromethyl)-4H-chromeno[4,3-d]thiazol-4-yl)butanoic acid COC1=NC=NC(=C1C(=O)NC=1SC2=C(N1)C=1C=CC(=CC1OC2(C)CCCC(=O)O)C(F)(F)F)OC